3-[2-azido-2-(2-hydroxyethoxy)ethoxy]benzoic acid N(=[N+]=[N-])C(COC=1C=C(C(=O)O)C=CC1)OCCO